N,N-dimethylheptylamine N-oxide C[N+](C)(CCCCCCC)[O-]